9,9'-(5-(4,6-diphenyl-1,3,5-triazin-2-yl)-1,3-phenylene)bis(3-(tert-butyl)-9H-carbazole) C1(=CC=CC=C1)C1=NC(=NC(=N1)C1=CC=CC=C1)C=1C=C(C=C(C1)N1C2=CC=CC=C2C=2C=C(C=CC12)C(C)(C)C)N1C2=CC=CC=C2C=2C=C(C=CC12)C(C)(C)C